methyl 5-bromo-2-hydroxy-3-iodobenzoate BrC=1C=C(C(=C(C(=O)OC)C1)O)I